1,1-bis(4-hydroxy-3-methylphenyl)cyclononane OC1=C(C=C(C=C1)C1(CCCCCCCC1)C1=CC(=C(C=C1)O)C)C